C[C@H]1N(CCOC1)C1=NC=2N(C(=C1)C1=CC=NN1C)N=CC2C=2C=NC=CC2 (R)-3-methyl-4-(7-(1-methyl-1H-pyrazol-5-yl)-3-(pyridin-3-yl)pyrazolo[1,5-a]pyrimidin-5-yl)morpholine